N-((R)-1-(((S)-3-(4-chloro-3-fluorophenoxy)-1-(4,4,5,5-tetramethyl-1,3,2-dioxaborolan-2-yl)propyl)amino)-3-methoxy-1-oxopropan-2-yl)pyrazine-2-carboxamide ClC1=C(C=C(OCC[C@H](B2OC(C(O2)(C)C)(C)C)NC([C@@H](COC)NC(=O)C2=NC=CN=C2)=O)C=C1)F